C(C)C1NCC(NC1)C 5-ethyl-2-methyl-piperazine